BrC1=NN2C=NC(=CC2=N1)C=1C=NN(C1)C(C)OCC 2-Bromo-7-(1-(1-ethoxyethyl)-1H-pyrazol-4-yl)-[1,2,4]triazolo[1,5-c]pyrimidine